N-(3-Amino-5-(2-chloro-5-fluorophenoxy)-[1,2,4]triazolo[4,3-a]pyridin-6-yl)-3-fluoro-5-(trifluoromethyl)benzamide NC1=NN=C2N1C(=C(C=C2)NC(C2=CC(=CC(=C2)C(F)(F)F)F)=O)OC2=C(C=CC(=C2)F)Cl